NC1=CC(=C(C(=O)N2CCCC(C3=C2C=CC(=C3)Cl)=O)C=C1)C (4-amino-2-methylbenzoyl)-7-chloro-5-oxo-2,3,4,5-tetrahydro-1H-1-benzazepine